methyl 3-(2-bromoacetamido)-5-chlorobenzoate BrCC(=O)NC=1C=C(C(=O)OC)C=C(C1)Cl